FC(CN1C=C(C=2C=NC(=CC21)C2=NN(C=C2[N+](=O)[O-])C2OCCCC2)N2CCN(CC2)C)(C)C 1-[1-(2-fluoro-2-methylpropyl)-6-[4-nitro-1-(oxan-2-yl)pyrazol-3-yl]pyrrolo[3,2-c]pyridin-3-yl]-4-methylpiperazine